Tert-butyl (1S,2S)-2-(fluoromethyl)cyclopropane-1-carboxylate FC[C@@H]1[C@H](C1)C(=O)OC(C)(C)C